N-(5-(4-(4-acryloylpiperazin-1-yl)-2-hydroxyquinazolin-6-yl)-2-methoxypyridin-3-yl)-2,4-difluorobenzenesulfonamide C(C=C)(=O)N1CCN(CC1)C1=NC(=NC2=CC=C(C=C12)C=1C=C(C(=NC1)OC)NS(=O)(=O)C1=C(C=C(C=C1)F)F)O